FC=1C=C(C=CC1N1CCOCC1)C=1C=C2CC(C(C2=CC1)NC(O[C@@H]1CN2CCC1CC2)=O)(C)C (S)-quinuclidin-3-yl (5-(3-fluoro-4-morpholinophenyl)-2,2-dimethyl-2,3-dihydro-1H-inden-1-yl)carbamate